tert-Butyl 1-((R)-(5-fluoropyridin-3-yl)(hydroxy)methyl)-4-methyl-7-azabicyclo[2.2.1]heptane-7-carboxylate FC=1C=C(C=NC1)[C@H](C12CCC(CC1)(N2C(=O)OC(C)(C)C)C)O